C(N)(OC1=NC(=C(N=C1C1=CC(=NO1)C1=CC=C(C=C1)C#N)C1=C(C=C(C=C1)S(=O)(=O)C(C)C)C(C)(C)C)C(=O)OC(C)(C)C)=O tert-Butyl(tert-butoxycarbonyl)(3-(3-(4-cyanophenyl)isoxazol-5-yl)-5-(4-(isopropylsulfonyl)phenyl)pyrazine-2-yl) carbamate